NC1=NC=2C=CC(=CC2C2=C1COC2)C(=O)N([C@@H]2COC1=C2C=CC(=C1)C(F)(F)F)C 4-amino-N-methyl-N-((3S)-6-(trifluoromethyl)-2,3-dihydro-1-benzofuran-3-yl)-1,3-dihydrofuro[3,4-c]quinoline-8-carboxamide